3-chloro-4-[3-(trifluoromethyl)phenoxy]aniline ClC=1C=C(N)C=CC1OC1=CC(=CC=C1)C(F)(F)F